COC(=O)C=1C=NN2N=CC(=CC21)C 5-methylpyrazolo[1,5-b]pyridazine-3-carboxylic acid methyl ester